CN(C(CCCCCCCCC)CCCCCCC\C=C/CCCCCCCC)C (18Z)-N,N-dimethylheptacos-18-en-10-amine